1-[2-cyano-4-(trifluoromethoxy)phenyl]-4-{2'-ethoxy-[2,3'-bipyridine]-5-yl}-N-[(3S)-1-methylpyrrolidin-3-yl]piperidine-4-carboxamide C(#N)C1=C(C=CC(=C1)OC(F)(F)F)N1CCC(CC1)(C(=O)N[C@@H]1CN(CC1)C)C=1C=CC(=NC1)C=1C(=NC=CC1)OCC